4-fluoro-5,6-dimethoxybenzo[b]Thiophene-2-carboxylic acid methyl ester COC(=O)C1=CC2=C(S1)C=C(C(=C2F)OC)OC